4-((3,4-dichlorophenoxy)methyl)-3,5-dimethylbenzaldehyde ClC=1C=C(OCC2=C(C=C(C=O)C=C2C)C)C=CC1Cl